(S)-N-((S)-1-(4-cyano-2-(4-fluorophenyl)-1H-imidazol-5-yl)-7-oxononyl)-6-methyl-6-azaspiro[2.5]octane-1-carboxamide C(#N)C=1N=C(NC1[C@H](CCCCCC(CC)=O)NC(=O)[C@H]1CC12CCN(CC2)C)C2=CC=C(C=C2)F